C(CCCCCCC)(=O)ON(CCO)CCCCCCCCCOP(=O)(OCCCCCCCCC)OCCCCCCCCC (9-((bis(nonyloxy)phosphoryl)oxy)nonyl)(2-hydroxyethyl)amino octanoate